methyl 2-(4-benzyloxy-3,5-dichloro-phenyl)-1,3-benzoxazole-6-carboxylate C(C1=CC=CC=C1)OC1=C(C=C(C=C1Cl)C=1OC2=C(N1)C=CC(=C2)C(=O)OC)Cl